5-[2-fluoro-4-(3-oxo-5-phenyl-6,7-dihydro-5H-pyrrolo[2,1-c][1,2,4]triazol-2-yl)phenoxy]thiazole-2-carbonitrile FC1=C(OC2=CN=C(S2)C#N)C=CC(=C1)N1N=C2N(C1=O)C(CC2)C2=CC=CC=C2